5-[3-(2,4-dioxohexahydropyrimidin-1-yl)imidazo[1,2-a]pyridin-7-yl]pent-4-ynal O=C1N(CCC(N1)=O)C1=CN=C2N1C=CC(=C2)C#CCCC=O